(S)-2-(5-Fluoropyridin-2-yl)-6-methyl-3-(3-methyl-1H-pyrazolo[3,4-b]pyridin-4-yl)-6-(trifluoromethyl)-6,7-dihydro-4H-pyrazolo[5,1-c][1,4]oxazine FC=1C=CC(=NC1)C1=NN2C(CO[C@@](C2)(C(F)(F)F)C)=C1C1=C2C(=NC=C1)NN=C2C